OCC[NH2+]CCO bis(2-hydroxyethan-1-yl)ammonium